ClC1=CC(=C(C=C1)C1=NC(=NC2=C1N=C(N(C2=O)C)C)N2CC(OCC2)C=2C=NN(C2)CCOC)F 8-(4-chloro-2-fluorophenyl)-6-(2-(1-(2-methoxyethyl)-1H-pyrazol-4-yl)morpholino)-2,3-dimethylpyrimido[5,4-d]pyrimidin-4(3H)-one